3-(difluoromethoxy)-5-fluorobenzoic acid FC(OC=1C=C(C(=O)O)C=C(C1)F)F